ClC=1C=C2CC(CC2=CC1Cl)NC=1C=CC(=NC1)[C@@H](C(F)(F)F)N(C(=O)C1CCS(CC1)(=O)=O)C (S)-N-(1-(5-((5,6-Dichloro-2,3-dihydro-1H-inden-2-yl)amino)pyridin-2-yl)-2,2,2-trifluoroethyl)-N-methyltetrahydro-2H-thiopyran-4-carboxamide 1,1-dioxide